FC=1C(=CC2=C(C(N3[C@@H](CO2)C[C@@H](C3)O)=O)C1C(C)C)C (2S,11aR)-7-fluoro-2-hydroxy-6-isopropyl-8-methyl-2,3,11,11a-tetrahydro-1H,5H-benzo[f]pyrrolo[2,1-c][1,4]Oxazepine-5-one